tert-butyl (R)-2-ethyl-2,3-dihydro-[1,4]oxazepino[6,7-g]quinoline-4(5H)-carboxylate C(C)[C@H]1OC2=C(C=C3C=CC=NC3=C2)CN(C1)C(=O)OC(C)(C)C